(S)-N-(7-(3-(Butylamino)-3-methylbut-1-yn-1-yl)-5-methyl-4-oxo-2,3,4,5-tetrahydrobenzo[b][1,4]oxazepin-3-yl)-4-phenoxypicolinamid C(CCC)NC(C#CC1=CC2=C(OC[C@@H](C(N2C)=O)NC(C2=NC=CC(=C2)OC2=CC=CC=C2)=O)C=C1)(C)C